OCCOC1=CC=C(C=C1)CC(C)C(=O)C(C)CC1=CC=C(C=C1)OCCO 4-(2-hydroxyethoxy)phenyl-(2-propyl)ketone